C(O)(O)=O.C=CCCCC 1-hexene carbonate